1-[4-[1-(4-hydroxyphenyl)1-methylethyl]phenyl]ethylenebisphenol OC1=CC=C(C=C1)C(C)(C)C1=CC=C(C=C1)C(CC1=C(C=CC=C1)O)C1=C(C=CC=C1)O